2-butyl-1H-imidazole C(CCC)C=1NC=CN1